CC=1C(NC(N(C1)[C@H]1C=C[C@H](C1)OCP(=O)(OC1=CC=CC=C1)N[C@@H](C)C(=O)OCC)=O)=O ethyl (((((1S,4R)-4-(5-methyl-2,4-dioxo-3,4-dihydropyrimidin-1(2H)-yl) cyclopent-2-en-1-yl) oxy) methyl) (phenoxy)phosphoryl)-L-alaninate